BrC=1C=C(C=CC1N[C@H](CO)C1=CC=CC=C1)S(=O)(=O)N(C)CC1=CC=C(C=C1)OC 3-Bromo-4-[[(1S)-2-hydroxy-1-phenyl-ethyl]amino]-N-[(4-methoxyphenyl)methyl]-N-methyl-benzenesulfonamide